CS(=O)(=O)N1CCCC2=CC=CC(=C12)[N+](=O)[O-] 1-(methylsulfonyl)-8-nitro-1,2,3,4-tetrahydroquinoline